ClC1=NC=C(C(=N1)NCC1=CC=C(C=C1)C=1N(C=C(N1)C(F)(F)F)C)C#C 2-chloro-5-ethynyl-N-(4-(1-methyl-4-(trifluoromethyl)-1H-imidazol-2-yl)benzyl)pyrimidin-4-amine